ClC1=CC(=NC=C1C(=O)N1CCN(CC1)C(C(=O)NC1=NC=C(C=C1)OC1=CC=C(C=C1)F)C)OC 2-(4-(4-chloro-6-methoxynicotinoyl)piperazin-1-yl)-N-(5-(4-fluorophenoxy)pyridin-2-yl)propanamide